7,7-difluoro-2-(methylthio)-6,7-dihydro-5H-cyclopenta[d]pyrimidine FC1(CCC2=C1N=C(N=C2)SC)F